1-(Diphenylmethylene)-2-(p-tolyl)hydrazine C1(=CC=CC=C1)C(=NNC1=CC=C(C=C1)C)C1=CC=CC=C1